COCC=1C=C(C=C(C1)COC)NC=1SC2=C(N1)C=CC(=C2)C#N 2-(3,5-dimethoxymethylphenyl)amino-6-cyanobenzo[d]thiazole